C(C)O[Si](CC1=CC=C(C=C1)C1OC1)(OCC)OCC triethoxy({[4-(oxirane-2-yl)phenyl]methyl})silane